CN1N=C(C=C1C)NC1=NC=C(C(=N1)C1=CNC2=C(C=CC=C12)NC(CN1C[C@H](CC1)OC=1C=NC(=NC1)N1CCN(CC1)C)=O)C (S)-N-(3-(2-((1,5-dimethyl-1H-pyrazol-3-yl)amino)-5-methylpyrimidin-4-yl)-1H-indol-7-yl)-2-(3-((2-(4-methylpiperazin-1-yl)pyrimidin-5-yl)oxy)pyrrolidin-1-yl)acetamide